(1-methylcyclobutyl)-carbamate CC1(CCC1)NC([O-])=O